COC=1C=C(C=CC1OC)[C@H](C(=O)OC)C methyl (2R)-2-(3,4-dimethoxyphenyl)propanoate